C(C)N1C2=NC(=NC(=C2N=C1C1=CC=NC=C1)N1CCOCC1)C1=NN(C2=C1CN(CC2)C(=O)OC(C)(C)C)COCC[Si](C)(C)C tert-butyl 3-(9-ethyl-6-morpholino-8-(pyridin-4-yl)-9H-purin-2-yl)-1-((2-(trimethylsilyl) ethoxy) methyl)-6,7-dihydro-1H-pyrazolo[4,3-c]pyridine-5(4H)-carboxylate